[Si](C)(C)(C(C)(C)C)OC1(CC1)C1=NC=C(C=C1)B1OC(C(O1)(C)C)(C)C 2-(1-((tert-butyldimethylsilyl)oxy)cyclopropyl)-5-(4,4,5,5-tetramethyl-1,3,2-dioxaborolan-2-yl)pyridine